4-(3,8-diazabicyclo[3.2.1]octan-3-yl)-2-(2-methoxypyridin-4-yl)-1-tosyl-1H-pyrrolo[2,3-b]pyridine hydrochloride Cl.C12CN(CC(CC1)N2)C2=C1C(=NC=C2)N(C(=C1)C1=CC(=NC=C1)OC)S(=O)(=O)C1=CC=C(C)C=C1